C[Si](C)(C)C#CC1=CC2=C(N=C(S2)N)C=C1 6-((Trimethylsilyl)ethynyl)benzo[d]thiazol-2-amine